5-Chloro-2,3-dihydrofuro[3,2-b]pyridine-6-carbonitrile ClC1=C(C=C2C(=N1)CCO2)C#N